C1=CC(=CC=C1[N+](=O)[O-])O p-Nitrophenolate